N-[6-(azepan-1-yl)-3-pyridyl]acetamide N1(CCCCCC1)C1=CC=C(C=N1)NC(C)=O